C1(=C(C(=CC(=C1)C)C)C=1N=C(OC1)C1=CC=CC=C1)C 4-Mesityl-2-phenyloxazole